N1(CCOCC1)CC[C@H](CSC1=CC=CC=C1)NC1=C(C=C(C=C1)S(=O)(=O)NC(C1=CC=CC=C1)=O)S(=O)(=O)C(F)(F)F N-[[4-[[(1R)-3-(4-morpholinyl)-1-[(phenylthio)methyl]propyl]amino]-3-[(trifluoromethyl)sulfonyl]phenyl]sulfonyl]benzamide